N-Methyldecylamid C[N-]CCCCCCCCCC